perfluorophenyl 5-((bis(4-((3-methylbutanoyl)thio)butoxy)phosphoryl)difluoromethyl)benzo[b]thiophene-2-carboxylate CC(CC(=O)SCCCCOP(=O)(OCCCCSC(CC(C)C)=O)C(C1=CC2=C(SC(=C2)C(=O)OC2=C(C(=C(C(=C2F)F)F)F)F)C=C1)(F)F)C